NC=1N=C(C2=C(N1)C(=CS2)C(F)(F)F)C=2N=NNC2 4-(2-Amino-7-(trifluoromethyl)thieno[3,2-d]pyrimidin-4-yl)-1H-1,2,3-triazole